(1S,2R)-2-((S)-5-Chloro-1-((1,3-dioxoisoindolin-2-yl)methyl)-8-(((S)-1-(thiazol-5-carbonyl)pyrrolidin-3-yl)oxy)-1,2,3,4-tetrahydroisochinolin-2-carbonyl)cyclohexan ClC1=C2CCN([C@@H](C2=C(C=C1)O[C@@H]1CN(CC1)C(=O)C1=CN=CS1)CN1C(C2=CC=CC=C2C1=O)=O)C(=O)C1CCCCC1